5-(allylsulfanyl)-1-{[rel-(2R,3R)-3-(2-chlorophenyl)-2-(2,4-difluorophenyl)oxiran-2-yl]methyl}-1H-1,2,4-triazole C(C=C)SC1=NC=NN1C[C@]1(O[C@@H]1C1=C(C=CC=C1)Cl)C1=C(C=C(C=C1)F)F |o1:10,12|